4-[2-[5-[2-[[3-fluoro-5-(1,1,2,2,3,3,3-heptafluoropropyl)-2-pyridyl]carbamoyl]-4-nitro-phenyl]sulfanyltetrazol-1-yl]ethoxy]-4-oxo-but-2-enoic acid FC=1C(=NC=C(C1)C(C(C(F)(F)F)(F)F)(F)F)NC(=O)C1=C(C=CC(=C1)[N+](=O)[O-])SC1=NN=NN1CCOC(C=CC(=O)O)=O